3,3-dimethyldimethyl-1-butanol CC(CC(O)(C)C)(C)C